COC=1C=C(C=C(C1)OC)C=1C=C2CC[C@@H](C2=CC1)N1CCC(CC1)C(=O)O (S)-1-(5-(3,5-dimethoxyphenyl)-2,3-dihydro-1H-inden-1-yl)piperidine-4-carboxylic acid